Ethanesulfonic acid (3-{6-amino-8-[6-(1H-pyrazol-3-yl)-benzo[1,3]dioxol-5-ylsulfanyl]-purin-9-yl}-propyl)-amide NC1=C2N=C(N(C2=NC=N1)CCCNS(=O)(=O)CC)SC1=CC2=C(OCO2)C=C1C1=NNC=C1